2-(3-ethoxy-4-(7-oxo-6,7-dihydro-3H-[1,2,3]triazolo[4,5-d]pyrimidin-5-yl)phenyl)acetic acid C(C)OC=1C=C(C=CC1C=1NC(C2=C(N1)NN=N2)=O)CC(=O)O